(1S,2S)-2-(4-methylpyrimidin-2-yl)-cyclopropane-1-carboxamide CC1=NC(=NC=C1)[C@@H]1[C@H](C1)C(=O)N